Thiophene-2-carboxylic acid hydrazide S1C(=CC=C1)C(=O)NN